C1=CC=CC=2C3=CC=CC=C3C(C12)COC(=O)N[C@H](C(=O)O)CNC(CC1=CC=C(C=C1)OC(C1=CC=CC=C1)C1=CC=CC=C1)=O (S)-2-((((9H-fluoren-9-yl)methoxy)carbonyl)amino)-3-(2-(4-(benzhydryloxy)phenyl)acetamido)-propanoic acid